8-hydroxy-adenine OC1=NC2=NC=NC(=C2N1)N